3-bis(2-methylpropoxy)phosphinothioylthio-2-methyl-propanoic acid CC(COP(=S)(SCC(C(=O)O)C)OCC(C)C)C